4-[[2-[3-[1,3-benzodioxol-5-yl(methyl)carbamoyl]phenyl]-4-chloro-5-(trifluoromethyl)pyrazol-3-yl]oxymethyl]benzoic acid O1COC2=C1C=CC(=C2)N(C(=O)C=2C=C(C=CC2)N2N=C(C(=C2OCC2=CC=C(C(=O)O)C=C2)Cl)C(F)(F)F)C